5-(7-{[(cyclopropylmethyl)amino]methyl}-1-fluoro-3-hydroxynaphthalen-2-yl)-1λ6,2,5-thiadiazolidine-1,1,3-trione C1(CC1)CNCC1=CC=C2C=C(C(=C(C2=C1)F)N1CC(NS1(=O)=O)=O)O